C(#N)C=1C(=CC(=NC1)NC(=O)N1CCCC2=CC(=C(N=C12)C(OC)OC)CN1C(COCC1)=C=O)N[C@H]1[C@@H](CCC1)OC N-(5-Cyano-4-(((trans)-2-methoxycyclopentyl)amino)pyridin-2-yl)-7-(dimethoxymethyl)-6-((3-carbonylmorpholino)methyl)-3,4-dihydro-1,8-naphthyridin-1(2H)-carboxamide